FC=1C(=CC(=NC1)OC)C1=C(C=C(COC2=NC=CC(=C2)[C@@H](CP(O)(=O)C)C)C=C1)[C@H](C(C)(C)C)OC ((S)-2-(2-((4-(5-fluoro-2-methoxypyridin-4-yl)-3-((S)-1-methoxy-2,2-dimethylpropyl)benzyl)oxy)pyridin-4-yl)propyl)(methyl)phosphinic acid